4-(1-((endo)-2-azabicyclo[2.1.1]hexan-5-yl)-4-(3-(dimethylamino)azetidin-1-yl)-6-fluoro-1H-imidazo[4,5-c]quinolin-7-yl)naphthalen-2-ol C12NCC(C1N1C=NC=3C(=NC=4C(=C(C=CC4C31)C3=CC(=CC1=CC=CC=C31)O)F)N3CC(C3)N(C)C)C2